COC(C1=C(C(=CC=C1)OCC(F)F)N)=O 2-amino-3-(2,2-difluoroethoxy)benzoic acid methyl ester